methyl (2E)-3-methoxyacrylate CO/C=C/C(=O)OC